C(C)(C)(C)OC(=O)N(CC(=O)O)CCC=1N=CN(C1)C(C1=CC=CC=C1)(C1=CC=CC=C1)C1=CC=CC=C1 N-(tert-butoxycarbonyl)-N-(2-(1-trityl-1H-imidazole-4-yl)ethyl)glycine